C(C)CC(=O)OC (methyl) (ethyl acetate)